4-Methoxy-N-(1-(4-(methylsulfonyl)phenyl)piperidin-4-yl)-N-(4-(trifluoromethyl)phenyl)pyridin-3-amine COC1=C(C=NC=C1)N(C1=CC=C(C=C1)C(F)(F)F)C1CCN(CC1)C1=CC=C(C=C1)S(=O)(=O)C